The molecule is a dihydroxyflavanone in which the two hydroxy groups are located at positions 5 and 7. A natural product found in Piper sarmentosum and Cryptocarya chartacea. It has a role as an antioxidant, an antineoplastic agent, a vasodilator agent, a neuroprotective agent and a metabolite. It is a dihydroxyflavanone and a (2S)-flavan-4-one. C1[C@H](OC2=CC(=CC(=C2C1=O)O)O)C3=CC=CC=C3